FC=1C(=C(C=CC1)C(=O)N1[C@@H]2[C@@H](C[C@H](C1)C2)OC2=NC=C(N=C2)C(F)(F)F)C2=NC=CC=N2 (3-fluoro-2-(pyrimidin-2-yl)phenyl)((1S,4R,6R)-6-((5-(trifluoromethyl)pyrazin-2-yl)oxy)-2-azabicyclo[2.2.1]heptan-2-yl)methanone